1-(((R)-1-(3-Amino-5-(trifluoromethyl)phenyl)ethyl)amino)-7-((S)-1-methylpiperidin-3-yl)Pyrido[3,4-d]pyridazin-4(3H)-one bis(1-undecanoxy-2,2,6,6-tetramethylpiperidin-4-yl)carbonate C(CCCCCCCCCC)ON1C(CC(CC1(C)C)OC(OC1CC(N(C(C1)(C)C)OCCCCCCCCCCC)(C)C)=O)(C)C.NC=1C=C(C=C(C1)C(F)(F)F)[C@@H](C)NC=1C2=C(C(NN1)=O)C=NC(=C2)[C@@H]2CN(CCC2)C